2-methyl-4-[4-(trifluoromethyl)phenyl]pyrazolo[4,3-b]indole-7-sulfonyl chloride CN1N=C2C(N(C=3C=CC(=CC23)S(=O)(=O)Cl)C2=CC=C(C=C2)C(F)(F)F)=C1